N-(6-Methoxy-8-quinolyl)-p-toluenesulfonamide COC=1C=C2C=CC=NC2=C(C1)NS(=O)(=O)C1=CC=C(C)C=C1